BrC=1C=C(C=CC1)CC1(CC1)C#N 1-[(3-bromophenyl)methyl]cyclopropane-1-carbonitrile